Methyl (E)-3-(4-(4-{[(tert-butoxy)carbonyl]amino}-1-(5-(3-{[(tert-butoxy)carbonyl]oxy}-4-methoxyphenyl)-3-cyano-4-(4-cyano-3-fluorophenyl)pyridin-2-yl)piperidin-4-yl)phenyl)acrylate C(C)(C)(C)OC(=O)NC1(CCN(CC1)C1=NC=C(C(=C1C#N)C1=CC(=C(C=C1)C#N)F)C1=CC(=C(C=C1)OC)OC(=O)OC(C)(C)C)C1=CC=C(C=C1)/C=C/C(=O)OC